2-(3-chloro-5-fluorophenyl)-2-[(4-{[(1,2-oxazol-3-yl)amino]methyl}-1H-1,3-benzodiazol-2-yl)amino]propan-1-ol ClC=1C=C(C=C(C1)F)C(CO)(C)NC1=NC2=C(N1)C=CC=C2CNC2=NOC=C2